FC(C(C)(S(=O)(=O)C1=CC(=CC=C1)F)C1CCN(CC1)C(=O)NC1=CN=NC=C1)(C)F 4-(3,3-difluoro-2-((3-fluoro-phenyl)sulfonyl)butan-2-yl)-N-(pyridazin-4-yl)piperidine-1-carboxamide